ethyl (R)-oxinanoate O1[C@H](CCCC1)C(=O)OCC